1-(2-(allyloxy)phenyl)ethanol C(C=C)OC1=C(C=CC=C1)C(C)O